6-fluoro-5-(6-((5-fluoro-2-methyl-3-oxo-3,4-dihydroquinoxalin-6-yl)methyl)-3,6-diazabicyclo[3.1.1]heptan-3-yl)-N-methylpicolinamide FC1=C(C=CC(=N1)C(=O)NC)N1CC2N(C(C1)C2)CC=2C(=C1NC(C(=NC1=CC2)C)=O)F